1-(1H-indol-2-yl)-1,3-diphenyl-prop-2-yn-1-ol N1C(=CC2=CC=CC=C12)C(C#CC1=CC=CC=C1)(O)C1=CC=CC=C1